C(C)C(CN1C(=O)C2C3C=CC(C2C1=O)C3)CCCC N-(2-ethylhexyl)-bicyclo[2.2.1]Hept-5-ene-2,3-dicarboximide